NC1=NC=2C=C(C(=CC2C2=C1C=NN2C)C(=O)N(CC2=NC=C(C=C2)C(F)(F)F)N2C(CCC2)=O)Cl 4-amino-7-chloro-1-methyl-N-(2-oxopyrrolidin-1-yl)-N-[[5-(trifluoromethyl)-2-pyridyl]methyl]pyrazolo[4,3-c]quinoline-8-carboxamide